C(C=C)(=O)OCCOCCOCC (2-ethoxyethoxy)ethyl acrylate